FC(C1=C(OCC#N)C=CC=C1)F 2-(difluoromethyl)phenoxyacetonitrile